ClC=1C=C(C=CC1CCO)C1=C(N[C@H](C)C=2C=C(C=C3C(C(=C(OC23)N2CCC(CC2)(C)C)C)=O)C)C=CC=C1 8-[(1R)-1-[2-[3-chloro-4-(2-hydroxyethyl)phenyl]anilino]ethyl]-2-(4,4-dimethyl-1-piperidyl)-3,6-dimethyl-chromen-4-one